C(C)(C)(C)OC(=O)C1=CC=NC2=CC=C(C=C12)C1CCC(CC1)OC.C1(=C(C=CC=C1)C1=C(C2=C(SC3=C2C=CC=C3)C=C1)C1=NN=NC(=C1C1=C(C=CC=C1)C1=CC=CC=C1)C1=CC=CC=C1)C1=CC=CC=C1 biphenylyl-[phenyl(biphenylyl)triazinyl]dibenzothiophene tert-butyl-6-(4-methoxycyclohexyl)quinoline-4-carboxylate